propylcyclopentadienyl-(1,5,7-trimethylindenyl)zirconium dichloride [Cl-].[Cl-].C(CC)[Zr+2](C=1C(C2=C(C=C(C=C2C1)C)C)C)C1C=CC=C1